C1=CC=CC=2C3=CC=CC=C3C(C12)OC(N(CC1=CC(=CC=C1)B1OC(C(O1)(C)C)(C)C)C)=O.C(CCCCCCCCC)C=1C=[NH+]C=CC1 3-decyl-pyridinium (9H-fluoren-9-yl)methyl(3-(4,4,5,5-tetramethyl-1,3,2-dioxaborolan-2-yl)benzyl)carbamate